N-(cis-1-(((1R,2S)-2-fluorocyclopropyl)carbonyl)-2-(((1-(2-fluorophenyl)piperidin-4-yl)oxy)methyl)piperidin-3-yl)methanesulfonamide F[C@@H]1[C@H](C1)C(=O)N1[C@H]([C@H](CCC1)NS(=O)(=O)C)COC1CCN(CC1)C1=C(C=CC=C1)F